(2S)-N-chloroacetyl-2-formamidotetrahydropyrrole ClCC(=O)N1[C@@H](CCC1)NC=O